ethyl 3-hydrazino-1-methylcyclobutane-1-carboxylate N(N)C1CC(C1)(C(=O)OCC)C